CN(C(=O)N)C=[Se] methyl-selenoformyl-urea